(2S,3R,4S,5S,6S)-2-(4-(1-(6-hydroxy-2,2-dimethyl-5-oxo-3,4,5,6-tetrahydro-2H-benzo[h]chromen-6-yl)ethyl)phenoxy)-6-(methoxycarbonyl)tetrahydro-2H-pyran-3,4,5-triyl triacetate C(C)(=O)O[C@H]1[C@@H](O[C@@H]([C@H]([C@@H]1OC(C)=O)OC(C)=O)C(=O)OC)OC1=CC=C(C=C1)C(C)C1(C(C=2CCC(OC2C2=C1C=CC=C2)(C)C)=O)O